5-fluoro-6-(5-hydroxypentoxy)pyridine-2-carbonitrile FC=1C=CC(=NC1OCCCCCO)C#N